BrC=1SC(=C(N1)CN(C)C)C1CCOCC1 1-(2-bromo-5-(Tetrahydropyran-4-yl)thiazol-4-yl)-N,N-dimethylmethanamine